para-octyl-phenol C(CCCCCCC)C1=CC=C(C=C1)O